dichloro[1,3-bis(2,6-diisopropylphenyl)-2-imidazolidinylidene]ruthenium (II) Cl[Ru-2](=C1N(CCN1C1=C(C=CC=C1C(C)C)C(C)C)C1=C(C=CC=C1C(C)C)C(C)C)Cl